1-(3-(hydroxymethyl)phenyl)-3-(3-bromophenyl)urea OCC=1C=C(C=CC1)NC(=O)NC1=CC(=CC=C1)Br